C(=S)(N1C=NC=C1)N1C=NC=C1 1,1'-thiocarbonyl-diimidazole